C(\C=C\C)(=O)OCCCCOC1=C(C=C(C=C1)C1(N=NC(=N1)C1=NNC(=C1)OCC)S)I 5-(4-(4-crotonyloxybutoxy)-3-iodophenyl)-2-(5-ethoxy-3-pyrazolyl)-1,3,4-triazole-5-thiol